3-(2-amino-1-benzyl-1H-imidazol-4-yl)propionic acid methyl ester COC(CCC=1N=C(N(C1)CC1=CC=CC=C1)N)=O